2-Chloro-N-{2-[4-(difluoromethyl)-1,3-thiazol-5-yl]-2-{4-[(3-methyl-1,2,4-thiadiazol-5-yl)oxy]piperidin-1-yl}ethyl}-6-fluorobenzamide ClC1=C(C(=O)NCC(N2CCC(CC2)OC2=NC(=NS2)C)C2=C(N=CS2)C(F)F)C(=CC=C1)F